[C@H]12CN(C[C@H](CC1)N2)C=2C1=C(N=C(N2)OCC23CCCN3CC(C2)F)C(=C(N=C1)C=1C=C(C=CC1C)O)F 3-(4-((1R,5S)-3,8-diazabicyclo[3.2.1]octan-3-yl)-8-fluoro-2-((2-fluorotetrahydro-1H-pyrrolizin-7a(5H)-yl)methoxy)pyrido[4,3-d]pyrimidin-7-yl)-4-methylphenol